3-bromo-2-[5-chloro-2-(4,4-difluoroazepan-1-yl)-4,6-dimethyl-3-pyridinyl]-4-oxo-1H-1,6-naphthyridine-5-carboxamide BrC1=C(NC=2C=CN=C(C2C1=O)C(=O)N)C=1C(=NC(=C(C1C)Cl)C)N1CCC(CCC1)(F)F